di-(p-carboxyl-phenylamino)phenyl-phosphine oxide C(=O)(O)C1=CC=C(C=C1)NP(C1=CC=CC=C1)(NC1=CC=C(C=C1)C(=O)O)=O